N1CC2(C=3C1=NC=C(C3)C=3C=C1[C@@](C(NC1=CC3)=O)(C#N)C)CC2 |r| (RS)-5-(1',2'-dihydrospiro[cyclopropane-1,3'-pyrrolo[2,3-b]pyridin]-5'-yl)-3-methyl-2-oxoindoline-3-carbonitrile